((3-fluoropyridin-4-yl)methyl)carbamate FC=1C=NC=CC1CNC([O-])=O